NC1=C(C=C(C=N1)C=1C=NC=CC1)OC=1C=C(C=CC1)NC(=O)NC1=CC(=C(C=C1)Cl)C(F)(F)F 1-(3-((6-amino-[3,3'-bipyridin]-5-yl)oxy)phenyl)-3-(4-chloro-3-(trifluoromethyl)phenyl)urea